FC=1C=C(C=C(C1F)C)N1N=C2C([C@@H](NCC2)C)=C1N1C(N(C=C1)C=1C(=C2C=NN(C2=CC1)C)F)=O (S)-1-(2-(3,4-difluoro-5-methylphenyl)-4-methyl-4,5,6,7-tetrahydro-2H-pyrazolo[4,3-c]pyridine-3-yl)-3-(4-fluoro-1-methyl-1H-indazole-5-yl)-1,3-dihydro-2H-imidazol-2-one